NC1=CC(=C2C(N(CCCCC[C@@](C3=NN=C(C1=N2)O3)(C(F)(F)F)O)CC3=CC(=CC=C3)C3CCC3)=O)C(F)(F)F (6R)-17-amino-12-[(3-cyclobutylphenyl)methyl]-6-hydroxy-6,15-bis(trifluoromethyl)-19-oxa-3,4,12,18-tetrazatricyclo[12.3.1.12,5]nonadeca-1(18),2,4,14,16-pentaen-13-one